tert-butyl (3',6'-diamino-3-oxospiro[isoindoline-1,9'-xanthen]-2-yl)carbamate NC=1C=CC=2C3(C4=CC=C(C=C4OC2C1)N)N(C(C1=CC=CC=C13)=O)NC(OC(C)(C)C)=O